tert-butyl N-[1-methyl-1-[3-(3-nitropyrazol-1-yl)phenyl]ethyl]carbamate CC(C)(C1=CC(=CC=C1)N1N=C(C=C1)[N+](=O)[O-])NC(OC(C)(C)C)=O